CN1N=CC2=CC(=CC=C12)N1C(NC(CC1)=O)=O 1-(1-methyl-1H-indazol-5-yl)dihydropyrimidine-2,4(1H,3H)-dione